ClC1=CC=C2C(=C(NC2=C1OC)C1=NN=C(N1)C(F)(F)F)C=1C=NNC1 6-chloro-7-methoxy-3-(1H-pyrazol-4-yl)-2-(5-(trifluoromethyl)-4H-1,2,4-triazol-3-yl)-1H-indole